2-[2-[4-[(5-Cyclopropyl-1H-pyrazol-3-yl)amino]pyrimidin-2-yl]-2-azabicyclo[2.2.1]heptan-4-yl]propan-2-ol C1(CC1)C1=CC(=NN1)NC1=NC(=NC=C1)N1C2CCC(C1)(C2)C(C)(C)O